(S)-(4-(4-fluorobenzo[d]thiazol-2-yl)-6,7-dihydro-1H-imidazo[4,5-c]pyridin-5(4H)-yl)(1-(2,2,2-trifluoroethyl)-1H-pyrazol-5-yl)methanone FC1=CC=CC2=C1N=C(S2)[C@H]2N(CCC1=C2N=CN1)C(=O)C1=CC=NN1CC(F)(F)F